O=C(CN1C=2C(NC(NC2N(CC1)C[C@@H]([C@@H]([C@@H](CO)O)O)O)=O)=O)C 5-(2-Oxopropyl)-8-[(2S,3S,4R)-2,3,4,5-tetrahydroxypentyl]-5,6,7,8-tetrahydropteridine-2,4(1H,3H)-dione